2-(4-(4-(aminomethyl)-8-fluoro-1-oxo-1,2-dihydrophthalazin-6-yl)-1-methyl-1H-pyrazol-5-yl)-3-fluoro-1-naphthonitrile NCC1=NNC(C2=C(C=C(C=C12)C=1C=NN(C1C1=C(C2=CC=CC=C2C=C1F)C#N)C)F)=O